ClC1=CC=CC=2C=3N(C(=NC12)NC1CNCCNC1)N=C(N3)C3=CC=C(C=C3)F (6R)-6-{[7-chloro-2-(4-fluorophenyl)[1,2,4]triazolo[1,5-c]quinazolin-5-yl]amino}-1,4-diazepan